4-((4-cyclopropyl-2-(N-methylmethanesulfonamido)phenyl)amino)-6-((6-fluoropyridin-2-yl)amino)-N-methoxynicotinamide C1(CC1)C1=CC(=C(C=C1)NC1=CC(=NC=C1C(=O)NOC)NC1=NC(=CC=C1)F)N(S(=O)(=O)C)C